4-Methyl-3-(1-pyrrolidinyl)-2[5H]-furanon CC1=C(C(OC1)=O)N1CCCC1